CN1C[C@@H](CC1)N1N=CC(=C1)[N+](=O)[O-] 1-[(3R)-1-methylpyrrolidin-3-yl]-4-nitro-1H-pyrazole